4-n-propylbenzenesulfonyl chloride CCCC1=CC=C(C=C1)S(=O)(=O)Cl